3-bromo-5-cyclopropyl-1-methylpyridin-2(1H)-one BrC=1C(N(C=C(C1)C1CC1)C)=O